O[C@@H]1[C@H](C[C@H]2C[C@H]([C@H]3[C@@H]4CC[C@H]([C@@H](CCC(=O)O)C)[C@]4([C@H](C[C@@H]3[C@]2(C1)C)O)C)O)O 2β,3α,7α,12α-tetrahydroxy-5β-cholan-24-oic acid